di(2-ethylhexyl) tetrabromophthalate BrC=1C(=C(C(=C(C1C(=O)OCC(CCCC)CC)C(=O)OCC(CCCC)CC)Br)Br)Br